2-(3-{1-[(2-chlorophenyl)methyl]-1H-imidazol-2-yl}-5-fluorophenyl)-5-(difluoromethyl)-1,3,4-oxadiazole ClC1=C(C=CC=C1)CN1C(=NC=C1)C=1C=C(C=C(C1)F)C=1OC(=NN1)C(F)F